ClC=1C(=C(C=CC1)NCC(=O)N1[C@@H]2CC([C@H]([C@@H]1C(=O)N[C@@H](C[C@@H]1C(NCC1)=O)\C=C(/S(=O)(=O)C)\F)CC2)(F)F)C (1S,3R,4S)-2-((3-chloro-2-methylphenyl)glycyl)-5,5-difluoro-N-((S,Z)-4-fluoro-4-(methylsulfonyl)-1-((R)-2-oxopyrrolidin-3-yl)but-3-en-2-yl)-2-azabicyclo[2.2.2]octane-3-carboxamide